methyl-isopropyl-bromobenzene CC=1C(=C(C=CC1)Br)C(C)C